C(C1=CC=CC=C1)OC(N[C@H]1[C@@H](CCCC1)C1=CC(=NN1)N)=O.[N+](#[C-])N=P(C1=CC=CC=C1)(C1=CC=CC=C1)C1=CC=CC=C1 (N-Isocyanoimino)triphenyl-phosphorane benzyl-(1R,2R)-2-(3-amino-1H-pyrazol-5-yl)cyclohexylcarbamate